C(CCCC(=O)OC1=C(C(=CC(=C1F)F)F)F)(=O)OC1=C(C(=CC(=C1F)F)F)F bis(2,3,5,6-tetrafluorophenyl) pentanedioate